COC1=C(C(=C(COC(=O)[C@H]2C([C@@H]2C=CC)(C)C)C(=C1F)F)C)F.NC[C@H]1CN(C(O1)=O)C1=CC=C(C=C1)N1C(COCC1)=O 4-{4-[(5S)-5-(aminomethyl)-2-oxo-1,3-oxazolidin-3-yl]-phenyl}morpholin-3-one 4-methoxy-2-methyl-3,5,6-trifluorobenzyl-(1R)-trans-3-(1-propenyl)-2,2-dimethylcyclopropanecarboxylate